C(C1=CC=CC=C1)OC(=O)N1CCC(CC1)C1=C(C=CC=C1)C(=O)OC 4-(methoxycarbonylphenyl)piperidine-1-carboxylic acid benzyl ester